(+-)-4-[3-[2-chloro-5-(methylamino)phenyl]-1,4-oxazepan-4-yl]-6-methyl-pyrimidin-2-amine ClC1=C(C=C(C=C1)NC)[C@@H]1COCCCN1C1=NC(=NC(=C1)C)N |r|